Cl.CO[C@@H]([C@@H](C)N)C (2R,3R)-3-methoxybutan-2-amine hydrochloride